Bismuth lithium oxide [O-2].[Li+].[Bi+3].[O-2]